CN1C=2C=CC(=NC2C(=CC1=O)N1[C@H](CC([C@H](C1)C)(OC1=CC(=CC=C1)C(F)(F)F)C)C)C#N 5-Methyl-6-oxo-8-((2S,5S)-2,4,5-trimethyl-4-(3-(trifluoromethyl)phenoxy)piperidin-1-yl)-5,6-dihydro-1,5-naphthyridin-2-carbonitril